(R)-N-((S)-1'-(6-amino-5-((3-chloro-2-cyclopropylpyridin-4-yl))Pyrazin-2-yl)-1,3-dihydrospiro[indene-2,4'-piperidine]-1-yl)-2-methylpropane-2-sulfinamide NC1=C(N=CC(=N1)N1CCC2(CC1)[C@@H](C1=CC=CC=C1C2)N[S@](=O)C(C)(C)C)C2=C(C(=NC=C2)C2CC2)Cl